2-(4,4-dimethylcyclohexane-1-carboxamido)butanoic acid CC1(CCC(CC1)C(=O)NC(C(=O)O)CC)C